ClC=1C(=NC2=CC(=C(N=C2C1N[C@H](C)C=1C=NC=CC1)C=1C=NC(=CC1)P(=O)(C)C)F)C 3-chloro-6-[6-(dimethylphosphoryl)pyridin-3-yl]-7-fluoro-2-methyl-N-[(1R)-1-(pyridin-3-yl)ethyl]-1,5-naphthyridin-4-amine